C1=CC=C(C=2SC3=C(C21)C=CC=C3)C=3C(=NC(=CC3)N)N dibenzothiophen-4-ylpyridine-2,6-diamine